2-(7-Fluoro-3-(methoxymethoxy)-8-vinylnaphthalen-1-yl)-4,4,5,5-tetramethyl-1,3,2-dioxaborolane FC1=CC=C2C=C(C=C(C2=C1C=C)B1OC(C(O1)(C)C)(C)C)OCOC